(S)-N-(1-(1H-imidazol-2-yl)ethyl)-5-(4-(trifluoromethyl)phenoxy)-2-naphthamide N1C(=NC=C1)[C@H](C)NC(=O)C1=CC2=CC=CC(=C2C=C1)OC1=CC=C(C=C1)C(F)(F)F